2,4,6-tris(2,4,6-tribromophenoxy)-1,3,5-triazine BrC1=C(OC2=NC(=NC(=N2)OC2=C(C=C(C=C2Br)Br)Br)OC2=C(C=C(C=C2Br)Br)Br)C(=CC(=C1)Br)Br